4-(1-((4,4-difluorocyclohexyl)methyl)-3-methyl-4-(trifluoromethyl)-1H-pyrazole-5-carboxamido)-5-methylpicolinamide FC1(CCC(CC1)CN1N=C(C(=C1C(=O)NC1=CC(=NC=C1C)C(=O)N)C(F)(F)F)C)F